1,1'-methylenebis(2-naphthol) C(C1=C(C=CC2=CC=CC=C12)O)C1=C(C=CC2=CC=CC=C12)O